NCC1CC2(C1)OC(N(C2)[C@@H](C)C=2C=CC=C1C(=C(NC21)C(=O)O)C=2C=NC(=NC2)N)=O 7-((S)-1-((2S,4r)-2-(aminomethyl)-6-oxo-5-oxa-7-azaspiro[3.4]oct-7-yl)ethyl)-3-(2-aminopyrimidin-5-yl)-1H-indole-2-carboxylic acid